(S)-3-(1-benzoylpiperidin-4-yl)-6-((1-phenylethyl)amino)pyrimidine-2,4(1h,3h)-dione C(C1=CC=CC=C1)(=O)N1CCC(CC1)N1C(NC(=CC1=O)N[C@@H](C)C1=CC=CC=C1)=O